C(=C)N(C=O)C N-vinyl-methylformamide